4-(1-(tert-Butoxycarbonyl)azetidin-3-yl)phthalic acid dimethyl ester COC(C=1C(C(=O)OC)=CC(=CC1)C1CN(C1)C(=O)OC(C)(C)C)=O